C(C)(=O)C1=CC=C(C=N1)S(=O)(=O)N(CC1=CC=C(C=C1)OC)CC1=CC=C(C=C1)OC 6-acetyl-N,N-bis[(4-methoxyphenyl)methyl]pyridine-3-sulfonamide